C(C)(C)(C)OC(=O)NC1=CC=C(C=C1)C1NCCCC1C(=O)OCC racemic-ethyl 2-(4-((tert-butoxycarbonyl)amino)phenyl)piperidine-3-carboxylate